C(=O)(C=C=S)C=C=S carbonyldithioketene